C(C1=CC=CC=C1)OC1CC(C1)N1N=CC(=C1)[N+](=O)[O-] 1-[3-(benzyloxy)cyclobutyl]-4-nitro-1H-pyrazole